CS(=O)(=O)[O-].C(CCCCCCCCCCC)[N+]1(CCCC1)C 1-dodecyl-1-methylpyrrolidinium methanesulfonate